ClC=1C=C(C=CC1Cl)C=CC(=O)NC(C(=O)O)CC1=CC=C(C=C1)I 2-[(3,4-dichloro)-phenylacrylamido]-3-(4-iodophenyl)-propionic acid